tert-butoxycarbonylpyrrole C(C)(C)(C)OC(=O)C=1NC=CC1